ClC1=NC=C2C=CC(=NC2=C1)C(=O)C1CCN(CC1)C 7-chloro-2-(1-methylpiperidine-4-carbonyl)-1,6-naphthyridine